[(1R)-2-[(3S)-2,3-dihydro-1-benzofuran-3-yl]-1-{[(1S,2R,4R)-7-oxabicyclo[2.2.1]heptan-2-yl]formamido}ethyl]boronic acid O1C[C@H](C2=C1C=CC=C2)C[C@H](NC(=O)[C@H]2[C@@H]1CC[C@H](C2)O1)B(O)O